OC=1C=C(CNC(CSC=2OC3=C(N2)C=C(C=C3)[N+](=O)[O-])=O)C=CC1O N-(3,4-dihydroxybenzyl)-2-((5-nitrobenzo[d]oxazol-2-yl)thio)acetamide